tert-butyl 2-(4-(3-(4-methoxybenzyl)ureido)phenyl)thiomorpholine-4-carboxylate 1,1-dioxide COC1=CC=C(CNC(NC2=CC=C(C=C2)C2CN(CCS2(=O)=O)C(=O)OC(C)(C)C)=O)C=C1